4-Bromo-2-(1-cyanocyclopropyl)-3-fluorobenzoic acid BrC1=C(C(=C(C(=O)O)C=C1)C1(CC1)C#N)F